3,6-dihydro-2-methyl-5-(1-methylethyl)-9-pentyl-2,6-methano-2H-1-benzoxocin-7-ol CC12OC=3C(C(C(=CC1)C(C)C)C2)=C(C=C(C3)CCCCC)O